tert-butyl (2R,5S)-2-ethyl-4-(2-((methoxyimino)methyl)-5-methyl-6-oxo-5,6-dihydroimidazo[1,2-b]pyridazin-8-yl)-5-methylpiperazine-1-carboxylate C(C)[C@H]1N(C[C@@H](N(C1)C=1C=2N(N(C(C1)=O)C)C=C(N2)C=NOC)C)C(=O)OC(C)(C)C